NC(C)C1=CC=C(C=C1)CN 1-α-Aminoethyl-4-aminomethyl-benzol